C1(=CC=CC=C1)C1=NC=2C(=NC(=CC2)C(F)(F)F)N1C1=CC2=C(NCS2)C=C1 6-[2-Phenyl-5-(trifluoromethyl)imidazo[4,5-b]pyridin-3-yl]-3H-1,3-benzothiazol